(2S,3R)-3-azido-1-(3-cyano-6-methyl-4-(trifluoromethyl)pyridin-2-yl)-N-(m-tolyl)pyrrolidine-2-carboxamide N(=[N+]=[N-])[C@H]1[C@H](N(CC1)C1=NC(=CC(=C1C#N)C(F)(F)F)C)C(=O)NC=1C=C(C=CC1)C